ruthenium-antimony-tellurium [Te].[Sb].[Ru]